N-[(5-methyl-1H-benzotriazol-1-yl)methyl]Diethanolamine CC1=CC2=C(N(N=N2)CN(CCO)CCO)C=C1